ClC=1C=2C(N=C3N(C2C=CC1)C1=CC(=CC=C1C3(C)C)C3CCN(CC3)C3CCC(CC3)C=O)=O 4-(4-(4-chloro-7,7-dimethyl-5-oxo-5,7-dihydroindolo[1,2-a]quinazolin-10-yl)piperidin-1-yl)cyclohexane-1-carbaldehyde